3-[[4-[2-[(1,5-dimethyl-6-oxo-pyridazin-3-yl)amino]pyrazolo[1,5-a]pyridin-5-yl]-6-methyl-3-pyridyl]oxy]-2,2-dimethyl-propanenitrile CN1N=C(C=C(C1=O)C)NC1=NN2C(C=C(C=C2)C2=C(C=NC(=C2)C)OCC(C#N)(C)C)=C1